2-(4-bromo-2-methyl-phenyl)sulfanylethoxy-tert-butyl-dimethyl-silane BrC1=CC(=C(C=C1)SCCO[Si](C)(C)C(C)(C)C)C